3,5-Difluoro-N-(tricyclo[3.3.1.13,7]dec-1-yl)benzenesulfonamide FC=1C=C(C=C(C1)F)S(=O)(=O)NC12CC3CC(CC(C1)C3)C2